4-((S)-4,4-difluoro-2-methylpyrrolidine-1-carbonyl)-5-(4-(difluoromethyl)-6-(((S)-1,1,1-trifluorobutan-2-yl)amino)pyridin-3-yl)thiazole-2-carboxylic acid potassium salt [K+].FC1(C[C@@H](N(C1)C(=O)C=1N=C(SC1C=1C=NC(=CC1C(F)F)N[C@H](C(F)(F)F)CC)C(=O)[O-])C)F